N-{2-[3-amino-4-(methoxymethyl)pyrrolidin-1-yl]-3-fluoro-5,6,7,8-tetrahydroquinolin-6-yl}-5-chloro-7-ethyl-7H-pyrrolo[2,3-c]pyridazine-3-carboxamide NC1CN(CC1COC)C1=NC=2CCC(CC2C=C1F)NC(=O)C1=CC2=C(N=N1)N(C=C2Cl)CC